4-[[5-amino-1-[[7-(2-cyanovinyl)-1-naphthyl]sulfonyl]-1,2,4-triazol-3-yl]amino]-2-chloro-benzonitrile NC1=NC(=NN1S(=O)(=O)C1=CC=CC2=CC=C(C=C12)C=CC#N)NC1=CC(=C(C#N)C=C1)Cl